BrC=1C=NN(C1)C12CC(C1)(C2)COC 4-bromo-1-(3-(methoxymethyl)bicyclo[1.1.1]pentan-1-yl)-1H-pyrazole